BrC1=C(C=C2C(=NC(N3C2=C1OCC1(CCN(CC1)C(=O)OCC1=CC=CC=C1)C3)=O)N3[C@H](CN([C@@H](C3)C)C(=O)OC(C)(C)C)C)Cl benzyl 11-bromo-8-((2S,5R)-4-(tert-butoxycarbonyl)-2,5-dimethylpiperazin-1-yl)-10-chloro-6-oxo-4,6-dihydro-2H-spiro[[1,4]oxazepino[2,3,4-ij]quinazoline-3,4'-piperidine]-1'-carboxylate